N-benzyl-8,11-dioxadispiro[3.2.47.24]tridecan-2-amine C(C1=CC=CC=C1)NC1CC2(C1)CCC1(OCCO1)CC2